ClC1=C(C(=CC=C1)F)N1CCC(CC1)N1C(N(C=2C([C@H]1C)=CNN2)CC2=C(C=CC=C2)C(F)(F)F)=O (R)-5-[1-(2-chloro-6-fluoro-phenyl)-piperidin-4-yl]-4-methyl-7-(2-trifluoromethyl-benzyl)-2,4,5,7-tetrahydro-pyrazolo[3,4-d]pyrimidin-6-one